(S)-N-((S)-4-AMINO-1-((4-CHLORO-3-METHYLPHENYL)AMINO)-1-OXOBUTAN-2-YL)-2-(4-OXO-4-(PIPERIDIN-1-YL)BUTANOYL)-1,2,3,4-TETRAHYDROISOQUINOLINE-3-CARBOXAMIDE NCC[C@@H](C(=O)NC1=CC(=C(C=C1)Cl)C)NC(=O)[C@H]1N(CC2=CC=CC=C2C1)C(CCC(N1CCCCC1)=O)=O